4-(2,3-dihydrobenzo[b][1,4]dioxin-6-yl)indoline O1C2=C(OCC1)C=C(C=C2)C2=C1CCNC1=CC=C2